6-chloro-1,4,4a,9a-tetrahydroanthraquinone ClC=1C=C2C(C3CC=CCC3C(C2=CC1)=O)=O